dicarboxymethylalanine tripotassium salt [K+].[K+].[K+].C(=O)([O-])C(C(=O)[O-])N[C@@H](C)C(=O)[O-]